(4-chlorophenyl)(1-(3-chlorophenyl)cyclopentyl)methyl (1-((4-(cyclopropylamino)-3,4-dioxo-1-(2-oxopyrrolidin-3-yl)butan-2-yl)amino)-4-methyl-1-oxopentan-2-yl)carbamate C1(CC1)NC(C(C(CC1C(NCC1)=O)NC(C(CC(C)C)NC(OC(C1(CCCC1)C1=CC(=CC=C1)Cl)C1=CC=C(C=C1)Cl)=O)=O)=O)=O